C(C)C=1C=NN2C1N=C(C=C2NCC=2N(C1=C(N2)C=CC(=C1)O)C1OCCCC1)N1[C@@H](CCCC1)CCOC1OCCCC1 2-[([3-ethyl-5-[(2S)-2-[2-(oxan-2-yloxy)ethyl]piperidin-1-yl]pyrazolo[1,5-a]pyrimidin-7-yl]amino)methyl]-3-(oxan-2-yl)-1,3-benzodiazol-5-ol